butoxycarbonyl-isobutyl-thiourethane C(CCC)OC(=O)N(C(=S)OCC)CC(C)C